NCC1(CN(C(O1)=O)C=1C=CC=2OCC(NC2N1)=O)CCNCC1CC2=C(C(=NC=C2F)C)C1 6-[5-(Aminomethyl)-5-[2-[(4-fluoro-1-methyl-6,7-dihydro-5H-cyclopenta[c]pyridin-6-yl)methylamino]ethyl]-2-oxo-1,3-oxazolidin-3-yl]-4H-pyrido[3,2-b][1,4]oxazin-3-one